(S)-4-phenyloxazolidinone C1(=CC=CC=C1)[C@@H]1NC(OC1)=O